(3S)-4-(4-bromo-5-chloro-2-methyl-pyrazol-3-yl)-N-(2-fluorophenyl)-1-methyl-2-oxo-pyrrolidine-3-carboxamide BrC1=C(N(N=C1Cl)C)C1[C@H](C(N(C1)C)=O)C(=O)NC1=C(C=CC=C1)F